5-((5-isopropyl-2-(pyridin-2-ylethynyl)pyridin-4-yl)oxy)pyrimidine-2,4-diamine C(C)(C)C=1C(=CC(=NC1)C#CC1=NC=CC=C1)OC=1C(=NC(=NC1)N)N